ClC1=C(C=CC=C1)SCC(=O)N(CC(=O)NC1COC1)CC1=CC=C(C=C1)C#N 2-[[2-(2-chlorophenyl)sulfanylacetyl]-[(4-cyanophenyl)methyl]amino]-N-(oxetan-3-yl)acetamide